ClC1=CC=2C(C3=CC=CC=C3SC2C=C1)=O 2-chlorothioxanthone